C[C@@H]1CN(C[C@H]2N1CC[C@H](C2)NC2=CC=C(C=C2)C[C@@H]2CNCCO2)C=2C(=NC1=C(C=CC=C1C2)C#N)[2H] [(4R,8R,9aS)-4-methyl-8-[4-[[(2R)-morpholin-2-yl]methyl]anilino]-1,3,4,6,7,8,9,9a-octahydropyrido[1,2-a]pyrazin-2-yl]-2-deuterio-quinoline-8-carbonitrile